[P]=S.[Fe].[Ni] nickel iron phosphorus sulfide